OC1=CC=C(C=C1)C=CC(CC(C=CC1=CC(=C(C=C1)O)O)=O)=O 1-(4-hydroxyphenyl)-7-(3,4-dihydroxyphenyl)-1,6-heptadiene-3,5-dione